yttrium (III) nitrate salt [N+](=O)([O-])[O-].[Y+3].[N+](=O)([O-])[O-].[N+](=O)([O-])[O-]